4-[1-Methyl-5-[(3R)-3-methylmorpholin-4-yl]-3-(1H-pyrazol-5-yl)-1H-pyrazolo[4,3-b]pyridin-7-yl]-2H-1lambda6-thiopyran-1,1-dione CN1N=C(C2=NC(=CC(=C21)C2=CCS(C=C2)(=O)=O)N2[C@@H](COCC2)C)C2=CC=NN2